CN1CC(CC1)OC=1C=NC(=NC1)NC1CCC(CC1)OC1=C2C=C(C=NC2=CC(=N1)N1CCOCC1)NS(=O)(=O)C N-[5-[4-[[5-(1-methylpyrrolidin-3-yl)oxypyrimidin-2-yl]amino]cyclohexoxy]-7-morpholino-1,6-naphthyridin-3-yl]methanesulfonamide